o-tolylmethanamine C1(=C(C=CC=C1)CN)C